C(C)(C)(C)OC(=O)N1[C@H](C[C@H](CC1)N[C@@H](C)C1=CC=CC=C1)C.C1(=CC=CC=C1)NC(C1=CC(=CC=C1)N)=O N-phenyl-3-aminobenzamide tert-Butyl-(2S,4S)-2-methyl-4-(((S)-1-phenylethyl)amino)piperidine-1-carboxylate